4-butyl-2,5-dimethyl-4'-methoxyazobenzene C(CCC)C1=CC(=C(C=C1C)N=NC1=CC=C(C=C1)OC)C